NC1=C2C(=NC=N1)N(N=C2C2=CC(=C(C=C2)OC(C)C)F)[C@@H](C)C=2C=C1N(C(C2C2=CC=CC=C2)=O)C(=CS1)Cl (S)-7-(1-(4-Amino-3-(3-fluoro-4-isopropoxyphenyl)-1H-pyrazolo[3,4-d]pyrimidin-1-yl)ethyl)-3-chloro-6-phenyl-5H-thiazolo[3,2-a]pyridin-5-one